O1CCN(CC1)CC1=C(C(=O)O)C=CC=C1 2-(morpholinomethyl)benzoic acid